CC1C(CCC(C1)C)N 2,4-dimethylcyclohexylamine